carbonyl-acrylate C(=O)=C=CC(=O)[O-]